5-(3,4-difluorophenyl)-2-methyl-[1,2,4]triazolo[1,5-c]pyrimidin FC=1C=C(C=CC1F)C1=NC=CC=2N1N=C(N2)C